1-[(2R,3R,4S,5R)-4-(benzyloxy)-5-[(benzyloxy)methyl]-5-(chloromethyl)-3-hydroxyoxolan-2-yl]-3H-pyrimidine-2,4-dione C(C1=CC=CC=C1)O[C@H]1[C@H]([C@@H](O[C@]1(CCl)COCC1=CC=CC=C1)N1C(NC(C=C1)=O)=O)O